decyl methacrylate (DECYL METHACRYLATE) C(CCCCCCCCC)C=C(C(=O)O)C.C(C(=C)C)(=O)OCCCCCCCCCC